propionic acid 2-[1-(3,3-dimethylcyclohexyl) ethoxy]-2-methylpropyl ester CC1(CC(CCC1)C(C)OC(COC(CC)=O)(C)C)C